N1(C=NC2=C1C=CC=C2)CN(CC(CCCC)CC)CC(CCCC)CC N-((1H-benzimidazol-1-yl)methyl)-2-ethyl-N-(2-ethylhexyl)hexane-1-amine